N[C@H]1C2(CN3N=CC=C31)CCN(CC2)C2=C(C(N(C(=N2)C)C2=C(C(=CC=C2)Cl)Cl)=O)Cl (S)-6-(4'-amino-4'H,6'H-spiro[piperidine-4,5'-pyrrolo[1,2-b]pyrazole]-1-yl)-5-chloro-3-(2,3-dichlorophenyl)-2-methylpyrimidin-4(3H)-one